FC1=CC(=C(C(=O)NC2=C(C=C(C(=C2)C2=CCCN(C2)C2=NC=CC=N2)F)N2C[C@H](N(CC2)C)C)C=C1)C(F)(F)F |r| 4-fluoro-N-[4-fluoro-5-(1-pyrimidin-2-yl-3,6-dihydro-2H-pyridin-5-yl)-2-[rac-(3R)-3,4-dimethylpiperazin-1-yl]phenyl]-2-(trifluoromethyl)benzamide